ClC=1C=C2C(=NC(=NC2=C(C1C1=CC=CC2=C1N=C(S2)N)F)OC[C@H]2N(CCC2)C)N2CC(CCCC2)C 4-(6-chloro-8-fluoro-4-(3-methylazepan-1-yl)-2-(((S)-1-methylpyrrolidin-2-yl)-methoxy)quinazolin-7-yl)-benzo[d]thiazol-2-amine